FC1=C(C(=C(C(=C1F)F)F)F)CCN 2-(2,3,4,5,6-pentafluorophenyl)ethane-1-amine